5-(2-hydroxyethyl)-2-methoxy-3-nitrobenzamide OCCC=1C=C(C(=C(C(=O)N)C1)OC)[N+](=O)[O-]